ClC1=C(C(=CC=C1)Cl)C=1N=C2C=3C=C(C=NC3C=CN2C1C(=O)N)C1=CNC(C=C1)=O 2-(2,6-Dichlorophenyl)-9-(6-oxo-1,6-dihydropyridin-3-yl)imidazo[2,1-f][1,6]naphthyridine-3-carboxamide